5-hydroxy-benzo[c]selenophene OC1=CC=2C(=C[Se]C2)C=C1